1,4,5,8-tetraamino-2,6-bis(4'-(pentoxy)phenyl)-9,10-anthracenedione NC1=C(C=C(C=2C(C3=C(C(=CC(=C3C(C12)=O)N)C1=CC=C(C=C1)OCCCCC)N)=O)N)C1=CC=C(C=C1)OCCCCC